(1R,4R,7R)-2-{2-[1-(cyclopropylmethyl)-6-(6-methoxypyridin-3-yl)-1H-pyrrolo[2,3-b]pyridin-2-yl]-7-methoxy-1-methyl-1H-1,3-benzodiazole-5-carbonyl}-2-azabicyclo[2.2.1]heptan-7-amine C1(CC1)CN1C(=CC=2C1=NC(=CC2)C=2C=NC(=CC2)OC)C2=NC1=C(N2C)C(=CC(=C1)C(=O)N1[C@@H]2CC[C@H](C1)[C@H]2N)OC